4-((6-(4-(4-amino-3-(4-phenoxyphenyl)-1H-pyrazolo[3,4-d]pyrimidin-1-yl)piperidin-1-yl)-6-oxohexyl)thio)-2-(2,6-dioxopiperidin-3-yl)-6-fluoroisoindoline-1,3-dione NC1=C2C(=NC=N1)N(N=C2C2=CC=C(C=C2)OC2=CC=CC=C2)C2CCN(CC2)C(CCCCCSC2=C1C(N(C(C1=CC(=C2)F)=O)C2C(NC(CC2)=O)=O)=O)=O